(1S,1aS,6aR)-4-((2-fluoro-5-(6-(3-(methylsulfonyl)propoxy)-4-(trifluoromethyl)pyridin-3-yl)benzyl)oxy)-1,1a,6,6a-tetrahydrocyclopropa[a]indene-1-carboxylic acid FC1=C(COC2=CC=3C[C@@H]4[C@H](C3C=C2)[C@H]4C(=O)O)C=C(C=C1)C=1C=NC(=CC1C(F)(F)F)OCCCS(=O)(=O)C